(2S,4R)-4-(4-fluorophenoxy)pyrrolidine-1,2-dicarboxylic acid 1-(tert-butyl) ester 2-methyl ester COC(=O)[C@H]1N(C[C@@H](C1)OC1=CC=C(C=C1)F)C(=O)OC(C)(C)C